The molecule is an unsaturated heparin disaccharide that is 2-deoxy-2-(sulfoamino)-alpha-D-glucopyranose in which the hydroxy group at position 4 has been glycosylated by a 4-deoxy-2-O-sulfo-alpha-L-threo-hex-4-enopyranosiduronic acid moiety. Sequence: DUA2S-GlcNS. It is an oligosaccharide sulfate, an unsaturated heparin disaccharide and a member of sulfamic acids. It is a conjugate acid of a HP_dp02_0008(3-). C1=C(O[C@H]([C@@H]([C@H]1O)OS(=O)(=O)O)O[C@@H]2[C@H](O[C@@H]([C@@H]([C@H]2O)NS(=O)(=O)O)O)CO)C(=O)O